C1(CC1)N(C(C)=O)CC=1C(=C(C(=CC1CCCCC)O)C1=CC(=CC=C1)C)O N-cyclopropyl-N-((2,6-dihydroxy-3'-methyl-4-pentyl-[1,1'-biphenyl]-3-yl)methyl)acetamide